CC1=NC2=CC=C(C=C2C=C1)CN1CCS(CC1)(=O)=O 4-((2-Methylquinoline-6-yl)methyl)thiomorpholine 1,1-dioxide